BrC1=CC=C(CNC(=O)[C@H]2N(CCN(C2)C=2C=3C(N=CN2)=NN(C3)C3=CC(=C(C=C3)C(F)(F)F)F)C)C=C1 (S)-N-(4-bromobenzyl)-4-(2-(3-fluoro-4-(trifluoromethyl)phenyl)-2H-pyrazolo[3,4-d]pyrimidin-4-yl)-1-methylpiperazine-2-carboxamide